CC1=C(C=NC=2OCCNC21)C=2C1=C(N=C(N2)NC2=CC(=CC=C2)CNC)CNCC1 {8-methyl-1H,2H,3H-pyrido[2,3-b][1,4]oxazin-7-yl}-N-{3-[(methylamino)methyl]phenyl}-5H,6H,7H,8H-pyrido[3,4-d]pyrimidin-2-amine